NCCCN[C@H]1[C@H](OC2=CC(=CC(=C2C1=O)O)O)C1=CC(=C(C(=C1)O)O)O (2R,3S)-3-((3-aminopropyl)amino)-5,7-dihydroxy-2-(3,4,5-trihydroxyphenyl)chroman-4-one